N-(2-chloro-4-(trifluoromethyl)phenyl)-2-(6-ethyl-7-(4-(4-hydroxy-2-methoxynicotinoyl)piperazin-1-yl)-3-methyl-8-oxopyrido[2,3-b]pyrazin-5(8H)-yl)acetamide ClC1=C(C=CC(=C1)C(F)(F)F)NC(CN1C(=C(C(C=2C1=NC(=CN2)C)=O)N2CCN(CC2)C(C2=C(N=CC=C2O)OC)=O)CC)=O